N1N=C(C=C1)CCCC=1C=CC2=C(N(CCCC2)C(=O)OCCCC)N1 butyl 2-(3-(1H-pyrazol-3-yl)propyl)-5,6,7,8-tetrahydro-9H-pyrido[2,3-b]azepine-9-carboxylate